BrCC1N(CC(C1)C1=CC=C(C=C1)F)S(=O)(=O)N1CCOCC1 4-((2-(bromomethyl)-4-(4-fluorophenyl)pyrrolidin-1-yl)sulfonyl)morpholine